(S)-3-((3-(2-Oxopiperazin-1-yl)phenyl)amino)piperidine-2,6-dione O=C1N(CCNC1)C=1C=C(C=CC1)N[C@@H]1C(NC(CC1)=O)=O